ClC=1N=C2C(=NC1)N(C=C2C2=NC(=CC(=N2)NC2C(C1CCC2CC1)C(=O)OC)C=1OC=CC1)C(C1=CC=CC=C1)(C1=CC=CC=C1)C1=CC=CC=C1 (+/-)-trans-methyl 3-((2-(2-chloro-5-trityl-5H-pyrrolo[2,3-b]pyrazin-7-yl)-6-(furan-2-yl)pyrimidin-4-yl)amino)bicyclo[2.2.2]octane-2-carboxylate